C(#N)C1(CC1)CC(=O)NC=1C=CC=C2C(=CNC12)C1=CC(=NC=C1)NC(=O)C1CC1 N-(4-(7-(2-(1-Cyanocyclopropyl)acetamido)-1H-indol-3-yl)pyridin-2-yl)cyclopropancarboxamid